NC1=NC(=C(C=C1C=1C=C2CCNC(C2=CC1)=O)C1=CC=C(C=C1)C1CN(CCC1)CCO)F 6-(2-amino-6-fluoro-5-(4-(1-(2-hydroxyethyl)piperidin-3-yl)phenyl)pyridin-3-yl)-3,4-dihydroisoquinolin-1(2H)-one